1,4,7,10-tetraazacyclododecane-1,4,7-tri-acetic acid N1(CCN(CCN(CCNCC1)CC(=O)O)CC(=O)O)CC(=O)O